CC1OC(CN(C1)C1=CC=C(C=C1)NC1=CC=C(CN2C(CN(CC2)CC)=O)C=C1)C 1-(4-((4-(2,6-Dimethylmorpholino)phenyl)amino)benzyl)-4-ethylpiperazin-2-one